C(C)N1N=CC=C1C(=O)N[C@H](C=1NC=2C(=NC(=CC2)C=2C=NC=CC2C(=O)O)N1)C1CCC(CC1)C 3-(2-{(S)-[(2-ethylpyrazole-3-carbonyl)amino](4-methylcyclohexyl)methyl}-1H-imidazo[4,5-b]pyridin-5-yl)pyridine-4-carboxylic acid